1-[(1R,2R,4R)-2-hydroxy-4-methylcyclohexyl]ethanone O[C@H]1[C@@H](CC[C@H](C1)C)C(C)=O